N-[3-chloro-4-[4-(1,1-dimethylpiperidin-1-ium-4-carbonyl)piperazine-1-carbonyl]phenyl]-5-[2-fluoro-6-[5-(4-methoxyphenyl)-1H-pyrazol-4-yl]-3-pyridyl]-1-methyl-imidazole-2-carboxamide ClC=1C=C(C=CC1C(=O)N1CCN(CC1)C(=O)C1CC[N+](CC1)(C)C)NC(=O)C=1N(C(=CN1)C=1C(=NC(=CC1)C=1C=NNC1C1=CC=C(C=C1)OC)F)C